C(#N)C1=CC2=C(N=C(N=C2)NC2=CC=C(C=C2)C2CCN(CC2)C(=O)OC(C)(C)C)N(C1=O)C1CCCC1 tert-butyl 4-(4-((6-cyano-8-cyclopentyl-7-oxo-7,8-dihydropyrido[2,3-d]pyrimidin-2-yl)amino)phenyl)piperidine-1-carboxylate